(S)-(7-Chloro-4-fluoro-1H-benzo[d]imidazol-2-yl)(4,5-dimethyl-7,8-dihydro-1,6-naphthyridin-6(5H)-yl)methanone ClC1=CC=C(C2=C1NC(=N2)C(=O)N2[C@H](C=1C(=CC=NC1CC2)C)C)F